2-phenyl-4-(4-diethylaminophenyl)-4-(4-methoxyphenyl)-6-methyl-7-dimethylamino-3,1-benzoxazole C1(=CC=CC=C1)C1N=C2C(O1)=C(C(=CC2(C2=CC=C(C=C2)OC)C2=CC=C(C=C2)N(CC)CC)C)N(C)C